Molybdenum strontium [Sr].[Mo]